O1C(COC2=C1C=CC=C2)C2=CC=C(CN(CCC1=NC=CC=C1)C)C=C2 N-[4-(2,3-dihydro-1,4-benzodioxin-2-yl)benzyl]-N-methyl-2-(pyridin-2-yl)ethanamine